C(C)(C)(C)OC(=O)N[C@H](C(=O)O)CC1=CC=C(C=C1)C=1C=NC=CC1 (S)-2-((tert-Butoxycarbonyl)amino)-3-(4-(pyridin-3-yl)phenyl)propanoic acid